octabromodiphenylether C1=C(C(=C(C(=C1Br)Br)Br)Br)OC2=CC(=C(C(=C2Br)Br)Br)Br